(2S,5R)-tert-butyl 2-(3-(2-(dimethylamino)ethoxy)phenyl)-4-isobutyryl-5-methylpiperazine-1-carboxylate CN(CCOC=1C=C(C=CC1)[C@@H]1N(C[C@H](N(C1)C(C(C)C)=O)C)C(=O)OC(C)(C)C)C